(4-hydroxybutyl)(methyl)carbamic acid tert-butyl ester C(C)(C)(C)OC(N(C)CCCCO)=O